FC(S(=O)(=O)OCC1CCN(CC1)C(=O)OC(C)(C)C)(F)F tert-butyl 4-{[(trifluoromethanesulfonyl)oxy]methyl}piperidine-1-carboxylate